2-((2-(dimethylamino)ethyl)(methyl)amino)-1-ethanol CN(CCN(CCO)C)C